3-(5-(((1S,2S)-2-aminocyclohexyl)oxy)-1-oxoisoindolin-2-yl)-1-((2-(trimethylsilyl)ethoxy)methyl)piperidine-2,6-dione fumarate C(\C=C\C(=O)O)(=O)O.N[C@@H]1[C@H](CCCC1)OC=1C=C2CN(C(C2=CC1)=O)C1C(N(C(CC1)=O)COCC[Si](C)(C)C)=O